1-methylcarbonyl-4-(2-methylhydrotelluro-propyl)benzene CC(=O)C1=CC=C(C=C1)CC(C[TeH])C